C1(=CC=CC=C1)C#CC1=CC=C(C=C1)NC(CC)=O N-[4-(2-phenylethynyl)phenyl]propionamide